N1-(1,1-dimethyl-2,3-dihydro-1H-inden-5-yl)cyclohexane-1,4-diamine CC1(CCC2=CC(=CC=C12)NC1CCC(CC1)N)C